tri(p-fluorophenyl)arsine FC1=CC=C(C=C1)[As](C1=CC=C(C=C1)F)C1=CC=C(C=C1)F